4-[1-[3-(Difluoromethyl)-1-methyl-1H-pyrazole-5-sulfonyl]1-fluoroethyl]piperidine FC(C1=NN(C(=C1)S(=O)(=O)C(C)(F)C1CCNCC1)C)F